5-(1-(hydroxycyclobutyl)pyrimidin-2-yl)piperazine-1-carboxylic acid tert-butyl ester C(C)(C)(C)OC(=O)N1CCNC(C1)C1N(C=CC=N1)C1(CCC1)O